C1(=CC=CC=C1)C1=NC=CC=N1 2-phenylpyrimidine